1-methyl-5-(3-(4,4,5,5-tetramethyl-1,3,2-dioxaborolan-2-yl)cyclopent-2-en-1-yl)-1H-pyrazole CN1N=CC=C1C1C=C(CC1)B1OC(C(O1)(C)C)(C)C